α-ammonioacetophenone [NH3+]CC(=O)C1=CC=CC=C1